7-((cis)-4-(3-amino-1H-1,2,4-triazol-1-yl)cyclohexyl)-5-(4-phenoxyphenyl)-7H-pyrrolo[2,3-d]pyrimidin-4-amine NC1=NN(C=N1)[C@H]1CC[C@H](CC1)N1C=C(C2=C1N=CN=C2N)C2=CC=C(C=C2)OC2=CC=CC=C2